C(C1=CC=CC=C1)OC=1C(=NC=C(C1C)C=1C=C2C=CC(=NC2=CC1)C)C(=O)O 3-(benzyloxy)-4-methyl-5-(2-methylquinolin-6-yl)picolinic acid